6-((allyloxy)carbonyl)tetrahydro-2H-pyran-3,4,5-triyl triacetate C(C)(=O)OC1COC(C(C1OC(C)=O)OC(C)=O)C(=O)OCC=C